Cl[Ir+2] monochloro-iridium (III)